NC1=C(C(N(C2=CC(=CC=C12)Br)C1=CC=C(C=C1)[N+](=O)[O-])=O)C(=O)OC methyl 4-amino-2-oxo-7-bromo-1-(4-nitrophenyl)-1,2-dihydroquinoline-3-carboxylate